(R)-N-(2-chloro-4-fluoro-3-((5-methyl-4-oxo-3-(tetrahydrofuran-3-yl)-3,4-dihydroquinazolin-6-yl)amino)phenyl)propane-1-sulfonamide ClC1=C(C=CC(=C1NC=1C(=C2C(N(C=NC2=CC1)[C@H]1COCC1)=O)C)F)NS(=O)(=O)CCC